CC1=C2C(=C(NC2=C(C=C1)C)C1=CC=C(C=C1)[N+](=O)[O-])C=O 4,7-DIMETHYL-2-(4-NITROPHENYL)-1H-INDOLE-3-CARBOXALDEHYDE